NC=1C=CC=C2C(N(CC12)C1C(N(C(CC1)=O)CCOCCN(C([O-])=O)C1=CC2=C(N=C(S2)C2=CC=C(C=C2)C=2C=NC(=CC2)N(C)C)C=C1)=O)=O N-[2-[2-[3-(7-azanyl-3-oxidanylidene-1H-isoindol-2-yl)-2,6-bis(oxidanylidene)piperidin-1-yl]ethoxy]ethyl]-N-[2-[4-[6-(dimethylamino)pyridin-3-yl]phenyl]-1,3-benzothiazol-6-yl]carbamate